C(C)N(C(C(S)C1(CN(C1)C(=O)OC(C(Cl)(Cl)Cl)(C)C)O)=O)C 1,1,1-trichloro-2-methylpropan-2-yl 3-(2-(ethyl(methyl)amino)-1-mercapto-2-oxoethyl)-3-hydroxyazetidine-1-carboxylate